Cl.FC(CN1C[C@H](NCC1)C)F (R)-1-(2,2-difluoroethyl)-3-methylpiperazine hydrochloride